CC1=C(C=C(C=C1)NC(=O)N1C2C(C2CCC1)C(F)(F)F)C1=NC=CC=C1 N-(4-methyl-3-pyridin-2-ylphenyl)-7-(trifluoromethyl)-2-azabicyclo[4.1.0]heptane-2-carboxamide